FC1=C(C(=CC2=CC=C(C=C12)NC1CN(CC1)S(=O)(=O)C)O)N1CC(NS1(=O)=O)=O 5-(1-fluoro-3-hydroxy-7-{[1-(methanesulfonyl)pyrrolidin-3-yl]amino}naphthalen-2-yl)-1λ6,2,5-thiadiazolidine-1,1,3-trione